(3S)-tert-butyl 3-(6-bromo-3-methylpyridin-2-ylcarbamoyl)-5-((methylsulfonyloxy) methyl)-2-azabicyclo[3.1.0]hexane-2-carboxylate BrC1=CC=C(C(=N1)NC(=O)[C@H]1N(C2CC2(C1)COS(=O)(=O)C)C(=O)OC(C)(C)C)C